C(C)(C)(C)OC(=O)[C@@H]1CCCC=2N1C(N(N2)[C@H](C)C=2C=NC(=CC2)C(F)(F)F)=O |&1:16| tert-Butyl-(5S)-3-oxo-2-{(1RS)-1-[6-(trifluoromethyl)pyridin-3-yl]ethyl}-2,3,5,6,7,8-hexahydro[1,2,4]triazolo[4,3-a]pyridine-5-carboxylate